(1-(6-chloro-1-(pyridin-4-yl)-1H-indazol-3-yl)ethyl)-3-methyl-1H-pyrazolo[3,4-d]pyrimidin-4-amine ClC1=CC=C2C(=NN(C2=C1)C1=CC=NC=C1)C(C)N1N=C(C=2C1=NC=NC2N)C